CN(C/C=C/C(=O)NC1=CC(=CC=C1)C1=C(OC=2N=CN=C(C21)NC(CO)C2=CC=CC=C2)C2=CC=CC=C2)C (E)-4-(DIMETHYLAMINO)-N-(3-(4-(2-HYDROXY-1-PHENYL-ETHYL-AMINO)-6-PHENYLFURO[2,3-D]PYRIMIDIN-5-YL)PHENYL)BUT-2-ENAMIDE